C(C)(C)(C)C=1C=C(CC(C(=O)OCCCCCC(C)C)S)C=C(C1O)C(C)(C)C isooctyl 3,5-di-tert-butyl-4-hydroxybenzyl-mercaptoacetate